N-{[3-(4-{[(3S,4R)-3-fluoro-1-methylpiperidin-4-yl]amino}-1-(2,2,2-trifluoroethyl)-1H-indol-2-yl)-1,2,4-oxadiazol-5-yl]methyl}-5-(methoxymethyl)thiophene-2-carboxamide F[C@H]1CN(CC[C@H]1NC1=C2C=C(N(C2=CC=C1)CC(F)(F)F)C1=NOC(=N1)CNC(=O)C=1SC(=CC1)COC)C